FC1=C(C(=C2C=CNC2=C1F)S(=O)C)OC=1C=CC(=C(C1)C=1N(C=C(N1)C1(CCOC2=C(C=CC=C12)CCC(=O)OCC)C)C)F ethyl 3-[4-[2-[5-[(6,7-difluoro-4-methylsulfinyl-1H-indol-5-yl)oxy]-2-fluoro-phenyl]-1-methyl-imidazol-4-yl]-4-methyl-chroman-8-yl]propanoate